FC=1C=C(C=C(C1F)F)CCCCC(=O)O 3,4,5-trifluoro-benzenepentanoic acid